12-((hexahydro-1H-pyrrolizin-3-yl)methoxy)-5a,6,7,8,9,10-hexahydro-5H-4-oxa-3,10a,11,13,14-pentaaza-6,9-methanonaphtho[1,8-ab]heptalene-14-carboxylate C1CC(N2CCCC12)COC=1N=C2C3=C(OCC4C5CCC(CN24)N5C(=O)[O-])N=CC=C3N1